1-N-[6-chloro-2-[4-(hydroxymethyl)cyclohexyl]indazol-5-yl]-6-(trifluoromethyl)pyrazine-2-carboxamide ClC=1C(=CC2=CN(N=C2C1)C1CCC(CC1)CO)N1C(C=NC=C1C(F)(F)F)C(=O)N